tert-butyl 4-(2-chloro-3-fluorophenyl)-5,6-dihydropyridine-1(2H)-carboxylate ClC1=C(C=CC=C1F)C1=CCN(CC1)C(=O)OC(C)(C)C